N-hydroxy-4-{[3-(3-methyl-4-oxo-3,4-dihydro-quinazolin-6-yl)-5-(2-methoxyphenyl)-1H-pyrazol-1-yl]methyl}benzamide ONC(C1=CC=C(C=C1)CN1N=C(C=C1C1=C(C=CC=C1)OC)C=1C=C2C(N(C=NC2=CC1)C)=O)=O